BrC=1SC2=C3C(CCCOC13)=C(NC2=O)C=O 1-bromo-3-oxo-4,6,7,8-tetrahydro-3H-9-oxa-2-thia-4-azabenzo[cd]azulene-5-carbaldehyde